(S)-4-((4-(5,6,7,8-tetrahydro-1,8-naphthyridin-2-yl)butyl)(2-(2,2,2-trifluoroethoxy)ethyl)amino)-2-((2-(trifluoromethyl)pyrimidin-4-yl)amino)butanoic acid N1=C(C=CC=2CCCNC12)CCCCN(CC[C@@H](C(=O)O)NC1=NC(=NC=C1)C(F)(F)F)CCOCC(F)(F)F